ClC1=NN2C(C=CC(=C2)N2CC3CN(CC(C2)O3)C)=N1 3-(2-chloro-[1,2,4]triazolo[1,5-a]pyridin-6-yl)-7-methyl-9-oxa-3,7-diazabicyclo[3.3.1]nonane